C(C1=CC=CC=C1)N1C=C(C=2C1=NC=C(C2)F)C(=O)O 1-benzyl-5-fluoropyrrolo[2,3-b]pyridine-3-carboxylic acid